C1(CCC1)OC1=C(C=CC(=C1F)F)[C@H]1[C@@H](O[C@@]([C@H]1C)(C(F)(F)F)C)C(=O)NC1=CC(=NC=C1)C(=O)N 4-[[(2R,3S,4S,5S)-3-[2-(cyclobutoxy)-3,4-difluoro-phenyl]-4,5-dimethyl-5-(trifluoromethyl)tetrahydrofuran-2-carbonyl]amino]pyridine-2-carboxamide